CN[C@@H](CC1=CC=CC=C1)C(=O)O Nα-methyl-phenylalanine